tert-butyl (Z)-(3-fluoro-2-(((2-((pyridin-4-ylmethyl)amino)benzo[d]oxazol-6-yl)oxy)methyl)allyl)carbamate F\C=C(\CNC(OC(C)(C)C)=O)/COC1=CC2=C(N=C(O2)NCC2=CC=NC=C2)C=C1